(5aR,5bS,7aS,8S,10aS,10bR)-5a,7a-dimethyl-2-(methyl(phenyl)amino)-5,5a,5b,6,7,7a,8,9,10,10a,10b,11-dodecahydro-4H-cyclopenta[7,8]phenanthro[2,1-d]thiazol-8-yl pentanoate C(CCCC)(=O)O[C@H]1CC[C@@H]2[C@@]1(CC[C@@H]1[C@]3(CCC=4N=C(SC4C3=CC[C@@H]21)N(C2=CC=CC=C2)C)C)C